5-butyl-2-methylpyrido[3,2-e][1,2,4]Triazolo[4,3-a]Pyrazine C(CCC)N1CC=2N(C3=C1C=CC(=N3)C)C=NN2